FC1=CC=C(C=C1)C1=CC2=C(N=C3N(C2=O)CCCC3)O1 2-(4-fluorophenyl)-6,7,8,9-tetrahydro-4H-furo[2,3-d]pyrido[1,2-a]pyrimidin-4-one